ClC1=C2[C@H]([C@@H](N=C(C2=CC=C1)C=1C=NC2=C(C=CC=C2C1)F)C)C |r| rac-(3S,4R)-5-chloro-1-(8-fluoro-3-quinolyl)-3,4-dimethyl-3,4-dihydroisoquinoline